C[C@]12C(CC(CC1)C2(C)C)O (1S)-1,7,7-trimethylbicyclo[2.2.1]heptan-2-ol